2-((1s,4s)-4-((2-chloro-5-(5-(difluoromethoxy)pyrazin-2-yl)pyridin-4-yl)amino)cyclohexyl)propan-2-ol ClC1=NC=C(C(=C1)NC1CCC(CC1)C(C)(C)O)C1=NC=C(N=C1)OC(F)F